ClC=1C=CC(=C(C1)C1=C(C=NC(=C1)C)C(=O)OC)OC(F)F methyl 4-(5-chloro-2-(difluoromethoxy) phenyl)-6-methylpyridine-3-carboxylate